FC1=C(C=CC=C1)C1=NN2C(C=CC=C2)=C1C(=O)OCC ethyl 2-(2-fluorophenyl)pyrazolo[1,5-a]pyridine-3-carboxylate